N-((R)-1-cyano-2-(6-(3-methyl-2-oxo-2,3-dihydrobenzo[d]oxazol-5-yl)pyridazin-3-yl)ethyl)-1,4-oxazepane-2-carboxamide C(#N)[C@@H](CC=1N=NC(=CC1)C=1C=CC2=C(N(C(O2)=O)C)C1)NC(=O)C1OCCCNC1